[Mg+2].C(N(CC(=O)[O-])CC(=O)[O-])CN(CC(=O)[O-])CC(=O)[O-].[Na+].[Na+] disodium edetate magnesium salt